C12CNCC2C1NC(OCCCC)=O butyl (3-azabicyclo[3.1.0]hexan-6-yl)carbamate